N,N'-ethylenebis[(2-hydroxybenzyl)glycine] C(CN(CC(=O)O)CC1=C(C=CC=C1)O)N(CC(=O)O)CC1=C(C=CC=C1)O